racemic-trans-2-(methylamino)cyclopentan CNC1CCCC1